NC=1C(=NN(C1)C1=CC=C(C=C1)CO)C(=O)OC Methyl 4-amino-1-[4-(hydroxymethyl)phenyl]pyrazole-3-carboxylate